tert-butyl N-[4-(5-fluoro-1-triisopropylsilyl-indol-4-yl)cyclohex-3-en-1-yl]-N-methyl-carbamate FC=1C(=C2C=CN(C2=CC1)[Si](C(C)C)(C(C)C)C(C)C)C1=CCC(CC1)N(C(OC(C)(C)C)=O)C